O1CC=NC=C1 (1,4)oxazine